C(C)N1C=C(C=C1)N 1-ethylpyrrol-3-amine